2-Hexyl-1,3-dioxolane C(CCCCC)C1OCCO1